C1CSSSS1 tetrathiane